FCCCN1C[C@H](CC1)NC1=CC=C(C=C1)C1=C(CCCC2=C1C=CC(=C2)O)C2=C(C=C(C=C2)OC(F)(F)F)F 5-[4-[[(3S)-1-(3-fluoropropyl)pyrrolidin-3-yl]amino]phenyl]-6-[2-fluoro-4-(trifluoromethoxy)phenyl]-8,9-dihydro-7H-benzo[7]annulen-2-ol